C(C)OC(=O)C(\C(=C\C)\C)C(=O)OCC (E)-2-methyl-but-2-enedicarboxylic acid diethyl ester